O1CC(CC1)OC1=NC2=CC=CC=C2C=N1 ((tetrahydrofuran-3-yl)oxy)quinazolin